C(C)(C)(C)C1=CCCN(C1)C(=O)NC1=C(C=C(C(=C1)C=1C=C(C=2N(C1)C=CN2)N2CCOCC2)C)F 5-(tert-butyl)-N-(2-fluoro-4-methyl-5-(8-morpholinoimidazo[1,2-a]pyridin-6-yl)phenyl)-3,6-dihydropyridine-1(2H)-carboxamide